OCC=1C(=NC(=NC1)SC)NC=1C=C(C=CC1)NC(OC(C)(C)C)=O tert-butyl (3-((5-(hydroxymethyl)-2-(methylthio)pyrimidin-4-yl)amino)phenyl)carbamate